tert-Butyl (E)-4-(5-amino-6-chloro-2-(2-methoxyethyl)-2H-indazol-4-yl)but-3-enoate NC1=C(C2=CN(N=C2C=C1Cl)CCOC)/C=C/CC(=O)OC(C)(C)C